N-((1S)-(4,4-difluoro-cyclohexyl)(5-(2-methoxy-1-((S)-2-oxo-4-(trifluoro-methyl)imidazolidin-1-yl)ethyl)benzo[d]oxazol-2-yl)methyl)-4-ethylisoxazole-3-carboxamide FC1(CCC(CC1)[C@H](NC(=O)C1=NOC=C1CC)C=1OC2=C(N1)C=C(C=C2)C(COC)N2C(N[C@@H](C2)C(F)(F)F)=O)F